C(N)(=O)[C@@H]1C[C@@]2(CN1C(=O)OCCCC)C(NC=1N2N=C2C=CC(=CC12)Cl)=O butyl (3R,5'S)-5'-carbamoyl-8-chloro-2-oxo-1H-spiro[imidazo[1,2-b]indazole-3,3'-pyrrolidine]-1'-carboxylate